CN1N=CC(=C1)C1=CC=C(C(=O)NC=2C=CC=C3C(=CC=NC23)C=2C=NN(C2)CC(F)(F)F)C=C1 4-(1-methyl-1H-pyrazol-4-yl)-N-(4-(1-(2,2,2-trifluoroethyl)-1H-pyrazol-4-yl)quinolin-8-yl)benzamide